4-N-benzoyl-5-methyl-cytidine C(C1=CC=CC=C1)(=O)NC1=NC(N([C@H]2[C@H](O)[C@H](O)[C@@H](CO)O2)C=C1C)=O